OC1=CC(=C(C#N)C=C1)OC(F)(F)F 4-hydroxy-2-[(trifluoromethyl)oxy]benzonitrile